FC1=C(C=CC=2N=CSC21)NC2=NC=NC1=CC(=CC(=C21)OC2CCN(CC2)C(=O)OCC2=CC=CC=C2)C=2C=NN(C2)C benzyl 4-({4-[(7-fluoro-1,3-benzothiazol-6-yl)amino]-7-(1-methyl-1H-pyrazol-4-yl)quinazolin-5-yl}oxy)piperidine-1-carboxylate